2-((3-fluoro-5-methylphenyl)amino)-5-((4-propylphenyl)amino)nicotinamide FC=1C=C(C=C(C1)C)NC1=C(C(=O)N)C=C(C=N1)NC1=CC=C(C=C1)CCC